2-(3-propylphenoxy)propionic acid C(CC)C=1C=C(OC(C(=O)O)C)C=CC1